ClC1=CC=C(C=C1)OC(C(F)F)(F)F 1-chloro-4-(1,1,2,2-tetrafluoroethoxy)benzene